NCC1=NC=C2C=CC(=NC2=C1)C1=CC=CC(=N1)N1CC2(C1)CC(C2)O 2-(6-(7-(aminomethyl)-1,6-naphthyridin-2-yl)pyridin-2-yl)-2-azaspiro[3.3]heptan-6-ol